[Si](C)(C)(C(C)(C)C)OCCC(C(F)F)NC1=C(C=NC(=C1)Cl)C1=NC=CC=C1 N-(4-((tert-butyldimethylsilyl)oxy)-1,1-difluorobutan-2-yl)-6'-chloro-(2,3'-bipyridyl)-4'-amine